NC1=CC=C(C(=N1)F)C1=C(N=C(N1)[C@@H]1CCC2=CC(=CC(N12)=O)C1=C(C=CC(=C1)Cl)N1N=NN=C1)F (3S)-3-[5-(6-Amino-2-fluoro-3-pyridinyl)-4-fluoro-1H-imidazol-2-yl]-7-[5-chloro-2-(1H-tetrazol-1-yl)phenyl]-2,3-dihydro-5(1H)-indolizinon